C1(=CC=CC=C1)C(C1=CC=CC=C1)=[Hf](C1C2=CC(=CC=C2C=2C=CC(=CC12)C(C)(C)C)C(C)(C)C)C1C=CC=C1 diphenylmethylene(cyclopentadienyl)(2,7-di-tert-butyl-9-fluorenyl)hafnium